CNC(NNC(C(C)(C)C)=O)=S 4-methyl-pivaloyl-thiosemicarbazide